C(C)O\C(=C/OC1=CC=C(C=C1)CN1N=CC(=C1)C(C(=O)OCC)=O)\C(F)(F)F ethyl 1-[[4-[[(1Z)-2-ethoxy-3,3,3-trifluoro-1-propen-1-yl]oxy]phenyl]-methyl]-α-oxo-1H-pyrazole-4-acetate